NC=1C=2N(C(=C(N1)C=1C=C(C#N)C=CC1)C1=NC=NC=C1)N=C(C2)C(=O)N2CCCC2 3-(4-amino-7-(pyrimidin-4-yl)-2-(pyrrolidine-1-carbonyl)pyrazolo[1,5-a]pyrazin-6-yl)benzonitrile